5-chloro-6-fluoro-N-isopropyl-2-(tetrahydro-2H-pyran-2-yl)-4-(4,4,5,5-tetramethyl-1,3,2-dioxaborolan-2-yl)-2H-indazol-7-amine ClC1=C(C2=CN(N=C2C(=C1F)NC(C)C)C1OCCCC1)B1OC(C(O1)(C)C)(C)C